(6-chloro-3,5-dicyano-4-ethylpyridin-2-yl)piperidine-4-carboxamide ClC1=C(C(=C(C(=N1)N1CCC(CC1)C(=O)N)C#N)CC)C#N